N-(2-(azetidin-3-yl)ethyl)-N-(4-chloro-3-methylphenyl)-2-(4-methyl-6-(trifluoromethyl)pyrimidin-2-yl)-5-oxopyrazolidine-3-carboxamide N1CC(C1)CCN(C(=O)C1N(NC(C1)=O)C1=NC(=CC(=N1)C)C(F)(F)F)C1=CC(=C(C=C1)Cl)C